(2-aminomethyl-phenyl)-tert-butyl carbamate C(N)(OC(CC1=C(C=CC=C1)CN)(C)C)=O